C(C)C1=NC2=C(N1C=1C=C(C=CC1)C1=CC(=CC=C1)OB(O)O)C=CC=C2 (3'-(2-ethyl-1H-benzo[d]imidazol-1-yl)-[1,1'-biphenyl]-3-yl)boric acid